6-bromo-8-fluoro-3,4-dihydronaphthalene BrC=1C=C2CCC=CC2=C(C1)F